ClC1=NC(=C(C(=N1)NC(C)C1=C(C=C(C=C1)Cl)Cl)Cl)C 2,5-dichloro-N-(1-(2,4-dichlorophenyl)ethyl)-6-methylpyrimidin-4-amine